6-ethyl-Aminopurine 1,6-hexanediyldi(phenylcarbamate) C(CCCCCN(C(O)=O)C1=CC=CC=C1)N(C(O)=O)C1=CC=CC=C1.C(C)C1=C2NC=NC2=NC(=N1)N